(4-(4-methylpiperazin-1-yl)phenyl)-3H-imidazo[4,5-b]pyridine CN1CCN(CC1)C1=CC=C(C=C1)C1=NC=2C(=NC=CC2)N1